C(C)(C)(C)OC(=O)N/C(/N1[C@@H](CCC1)C1=NC(=NO1)C1=CC(=C(C=C1)CCC1=CC=C(C=C1)C(F)(F)F)C(F)(F)F)=N\C(OC(C)(C)C)=O tert-butyl (S,E)-(((tert-butoxycarbonyl)amino)(2-(3-(3-(trifluoromethyl)-4-(4-(trifluoromethyl)phenethyl)phenyl)-1,2,4-oxadiazol-5-yl)pyrrolidin-1-yl)methylene)carbamate